(S)-2-chloro-5-((1-(2-chlorophenyl)ethyl)amino)pyrimidine-4-carbonitrile ClC1=NC=C(C(=N1)C#N)N[C@@H](C)C1=C(C=CC=C1)Cl